1-(3-fluorophenyl)-N-methylethan-1-amine FC=1C=C(C=CC1)C(C)NC